O=C1N(CCC1)CC1=CC=C(C(=N)N)C=C1 4-[(2-oxopyrrolidin-1-yl)methyl]benzamidine